C(C(C)C)C1=CC=C(C=C1)C[C@H](C=O)C |r| (+-)-3-(4-isobutylphenyl)-2-methylpropanaldehyde